methyl 2-(4-(5-chloro-2-(4-chloro-1H-1,2,3-triazol-1-yl) phenyl)-5-methoxy-2-oxopyridin-1(2H)-yl)-4-methoxybutyrate ClC=1C=CC(=C(C1)C1=CC(N(C=C1OC)C(C(=O)OC)CCOC)=O)N1N=NC(=C1)Cl